N(=[N+]=[N-])CCOCCOCCOCCNC(CBr)=O N-(2-(2-(2-(2-azidoethoxy)ethoxy)ethoxy)ethyl)-2-bromoacetamide